C(C)(C)(C)OC(=O)N1CC(C1)C1CNCC1 3-(pyrrolidin-3-yl)azetidine-1-carboxylic acid tert-butyl ester